Cl.FC1=C2C(=NC=NC2=CC=C1N1C[C@H](NCC1)C)NC1=CC(=C(C=C1)CC1=CC=2N(C=C1)N=CN2)C 5-fluoro-N-(3-methyl-4-{[1,2,4]triazolo[1,5-a]pyridin-7-ylmethyl}phenyl)-6-[(3R)-3-methylpiperazin-1-yl]quinazolin-4-amine hydrochloride